C(C)P(CCN)CC 2-(diethyl-phosphino)ethylamine